COC=1C=C(C=C(C1)OC)NC(=O)[C@@H]1N(CCC1)CCCOC1=C2CN(C(C2=CC=C1)=O)C1C(NC(CC1)=O)=O (2R)-N-(3,5-Dimethoxyphenyl)-1-(3-((2-(2,6-dioxopiperidin-3-yl)-1-oxoisoindol-4-yl)oxy)propyl)pyrrolidine-2-carboxamide